CS(=O)(=O)C=1N(C2=C(N1)C=CC(=C2)S(=O)(=O)NC2(CC2)C)C=2SC(=NN2)C methanesulfonyl-3-(5-methyl-1,3,4-thiadiazol-2-yl)-N-(1-methylcyclopropyl)-1,3-benzodiazole-5-sulfonamide